N1C(CCCC1)CN(C(OC1=C(C2=C(C(C=C(O2)C2=C(C=CC=C2)Cl)=O)C(=C1)O)[C@@H]1[C@@H](CN(CC1)C)O)=O)CCC 2-(2-chlorophenyl)-5-hydroxy-8-[(3S,4R)-3-hydroxy-1-methylpiperidin-4-yl]-4-oxo-4H-1-benzopyran-7-yl [(piperidin-2-yl)methyl]propylcarbamate